CN(C)C=C N,N-Dimethylvinylamine